C(#C)C1=CNC2=CC=CC=C12 3-ethynyl-1H-indole